ethyl 2-bromo-2-(4-cyanophenyl)acetate BrC(C(=O)OCC)C1=CC=C(C=C1)C#N